FC1=C(N)C(=CC(=C1)F)SC 2,4-difluoro-6-methylsulfanyl-aniline